OC=1C=C(C(=O)NC)C=CC1C1=NN=C(C2=CC=CC=C12)N[C@H]1CN(CCC1)C (R)-3-hydroxy-N-methyl-4-(4-((1-methylpiperidin-3-yl)amino)phthalazin-1-yl)benzamide